The molecule is a lignan with a dibenzocyclooctadiene skeleton isolated from Kadsura ananosma. It has a role as a metabolite and a plant metabolite. It is an acetate ester, an aromatic ether, a lignan, an organic heterotetracyclic compound and an oxacycle. It derives from an isobutyric acid. C[C@H]1[C@H]([C@H](C2=CC3=C(C(=C2C4=C(C(=C(C=C4[C@@H]1OC(=O)C)OC)OC)OC)OC)OCO3)OC(=O)C(C)C)C